acryloyloxynonyl-methyldimethoxysilane C(C=C)(=O)OCCCCCCCCC[Si](OC)(OC)C